tert-butyl N-[3-methyl-5-[[2-[5-methyl-2-(2-oxo-1H-quinolin-6-yl)-1-piperidyl]-2-oxo-acetyl]amino]-2-pyridyl]carbamate CC=1C(=NC=C(C1)NC(C(=O)N1C(CCC(C1)C)C=1C=C2C=CC(NC2=CC1)=O)=O)NC(OC(C)(C)C)=O